ClC=1C=C(C=CC1OC)C=1SC(=CN1)CNC1=NC(=NC(=C1)N)C(F)(F)F N4-((2-(3-chloro-4-methoxyphenyl)thiazol-5-yl)methyl)-2-(trifluoromethyl)pyrimidine-4,6-diamine